6-Ethynyl-1,3-benzothiazol-2-amine C(#C)C1=CC2=C(N=C(S2)N)C=C1